[4-[[5-[1-(2,6-dioxo-3-piperidyl)-3-methyl-2-oxo-benzimidazol-5-yl] pentyl-methyl-amino]methyl]phenyl]carbamate O=C1NC(CCC1N1C(N(C2=C1C=CC(=C2)CCCCCN(C)CC2=CC=C(C=C2)NC([O-])=O)C)=O)=O